(7R)-7-methyl-N-[(3S)-7,9-difluoro-2-oxo-1,3,4,5-tetrahydro-1-benzazepin-3-yl]-7-(trifluoromethyl)-5H-furo[3,4-d]pyrimidine-2-carboxamide C[C@]1(OCC2=C1N=C(N=C2)C(=O)N[C@@H]2C(NC1=C(CC2)C=C(C=C1F)F)=O)C(F)(F)F